1-(5-(4-amino-7-(3-hydroxycyclobutyl)-7H-pyrrolo[2,3-d]pyrimidin-5-yl)imidazo[1,2-a]pyridin-8-yl)-3-(5-(1-(trifluoromethyl)cyclopropyl)isoxazol-3-yl)urea Boron trichloride B(Cl)(Cl)Cl.NC=1C2=C(N=CN1)N(C=C2C2=CC=C(C=1N2C=CN1)NC(=O)NC1=NOC(=C1)C1(CC1)C(F)(F)F)C1CC(C1)O